tert-butyl (3-aminopropyl)(4-((tert-butoxycarbonyl)(3-((tert-butoxycarbonyl)amino)propyl) amino)butyl)carbamate NCCCN(C(OC(C)(C)C)=O)CCCCN(CCCNC(=O)OC(C)(C)C)C(=O)OC(C)(C)C